ethylene glycol di-ethyl ether C(C)OCCOCC